C(C)OC(CCOCC1=CC(=CC=C1)Cl)=O 3-((3-chlorobenzyl)oxy)propionic acid ethyl ester